C(C1=CC=CC=C1)OC1=NC(=CC=C1C=1C=C(N(C)CC(=O)OC(C)(C)C)C=CC1)OCC1=CC=CC=C1 tert-Butyl 2-[3-(2,6-dibenzyloxy-3-pyridyl)-N-methyl-anilino]acetate